C(=O)(O)C(CNC(=O)C1=C(C(=O)O)C=CC=C1)N1C(C=C(C=C1)C)=O 2-((2-carboxy-2-(4-methyl-2-oxopyridin-1(2H)-yl)ethyl)carbamoyl)benzoic acid